O1CCN(CC1)CCN1C(N(C(C12CCOCC2)=O)CC2=NC(=NO2)C2=CC(=C(C=C2)OC2=C(C=CC=C2)S(=O)(=O)CC2OCCC2)C(F)(F)F)=O 1-(2-morpholinoethyl)-3-((3-(4-(2-(((tetrahydrofuran-2-yl)methyl)sulfonyl)phenoxy)-3-(trifluoromethyl)phenyl)-1,2,4-oxadiazol-5-yl)methyl)-8-oxa-1,3-diazaspiro[4.5]decane-2,4-dione